O=C([C@H](C)NC(OC(C)(C)C)=O)NC([2H])([2H])C1=CC=CC=C1 Tertbutyl (S)-(1-oxo-1-((phenylmethyl-d2)amino)propan-2-yl)carbamate